[[2-[(2S,5R)-2-(6-isoquinolyl)-5-methyl-1-piperidyl]-2-oxo-acetyl]amino]pyridine-3-carboxamide C1=NC=CC2=CC(=CC=C12)[C@H]1N(C[C@@H](CC1)C)C(C(=O)NC1=NC=CC=C1C(=O)N)=O